CN1CC2(CC1)CN(C1=CC=CC=C12)S(=O)(=O)CC1=CC=CC=C1 1'-methyl-1-phenylmethanesulfonyl-1,2-dihydrospiro[indole-3,3'-pyrrolidine]